ClC=1C(=CC=2N(C1)C(=CN2)C2=CC=CC(=N2)NC2CNCC2(F)F)OC 6-(6-chloro-7-methoxyimidazo[1,2-a]pyridin-3-yl)-N-(4,4-difluoropyrrolidin-3-yl)pyridin-2-amine